5-ETHOXY-2-OXOINDOLINE-3-CARBALDEHYDE C(C)OC=1C=C2C(C(NC2=CC1)=O)C=O